N,N-dimethyl-2-(6-((2-oxo-2,3-dihydro-1H-benzo[d]imidazol-1-yl)methyl)pyridin-3-yl)acetamide CN(C(CC=1C=NC(=CC1)CN1C(NC2=C1C=CC=C2)=O)=O)C